FC(OC=1C=C(C=CC1)C1=NN=C2N1C=C(C=C2)NCC2CCS(CC2)(=O)=O)(F)F 4-(((3-(3-(Trifluoromethoxy)phenyl)-[1,2,4]triazolo[4,3-a]pyridin-6-yl)amino)methyl)tetrahydro-2H-thiopyran 1,1-dioxide